nonenoxybenzene sodium [Na].C(=CCCCCCCC)OC1=CC=CC=C1